[Br-].CC1(CC[N+]2(CCCC2)CC1)C 8,8-dimethyl-5-azoniaspiro[4.5]decane bromide